ClC1=C(C(=CC=C1S)F)N=S(C)(C)=C=O ((2-chloro-6-fluoro-3-mercaptophenyl)imino)dimethyl-lambda6-Thioketone